[Cl-].ClCCCC[N+](C)(C)C 4-chlorobutyl-trimethyl-ammonium chloride